FC(C(C(C(S(=O)(=O)[O-])(F)F)(F)F)(F)F)(F)F.[Na+] sodium nonafluoro-1-butanesulfonate